NC1=C(C=C(C=N1)C=1C=C(C=CC1)C(=O)N1[C@@H](CCC1)CN1CCCC1)OC(C)C1=C(C=CC=C1Cl)Cl (3-{6-amino-5-[1-(2,6-dichloro-phenyl)-ethoxy]-pyridin-3-yl}-phenyl)-((S)-2-pyrrolidin-1-ylmethyl-pyrrolidin-1-yl)-methanone